CC=1N=C(OC1C)C=1C=CC=2N(C1)C(=NN2)[C@@H]2C[C@@H](CCC2)NC2=NC=C(C(=N2)OC2COC2)C(F)(F)F N-[(1R,3S)-3-[6-(4,5-dimethyloxazol-2-yl)-[1,2,4]triazolo[4,3-a]pyridin-3-yl]cyclohexyl]-4-(oxetan-3-yloxy)-5-(trifluoromethyl)pyrimidin-2-amine